6-(trifluoromethoxy)quinoline FC(OC=1C=C2C=CC=NC2=CC1)(F)F